1-[2-(diphenylmethoxy)ethyl]-4-[(2E)-3-phenyl-2-propen-1-yl]piperazine C1(=CC=CC=C1)C(OCCN1CCN(CC1)C\C=C\C1=CC=CC=C1)C1=CC=CC=C1